2-(6-(2-(tert-Butoxycarbonyl)phenyl)-1-(3-(1-(tert-butyloxycarbonyl)piperidin-4-yl)propyl)-1H-indol-2-yl)-7-methoxy-1-methyl-1H-benzo[d]Imidazole-5-carboxylic acid methyl ester COC(=O)C1=CC2=C(N(C(=N2)C=2N(C3=CC(=CC=C3C2)C2=C(C=CC=C2)C(=O)OC(C)(C)C)CCCC2CCN(CC2)C(=O)OC(C)(C)C)C)C(=C1)OC